CN(S(=O)(=O)N1CCN(CC1)CC1=CC=C(C(=O)N)C=C1)C 4-((4-(N,N-dimethyl-sulfamoyl)piperazin-1-yl)methyl)benzamide